FC1=C(NCC#C)C=CC(=C1)S(=O)(=O)C 2-fluoro-4-methanesulfonyl-N-(prop-2-yn-1-yl)aniline